(S)-2-amino-5-(3,5-dichlorophenyl)-4-oxo-4,5-dihydrofuran-3-yl-5-d phenylmethanesulfonate C1(=CC=CC=C1)CS(=O)(=O)OC1=C(O[C@@](C1=O)([2H])C1=CC(=CC(=C1)Cl)Cl)N